C(C)(=O)N1C(C(C2=CC=C(C=C12)F)=O)=CC1=CC(=C(C=C1)OCC(=O)N1CCOCC1)OC 1-acetyl-6-fluoro-2-(3-methoxy-4-(2-morpholino-2-oxoethoxy)benzylidene)indolin-3-one